2-(4-chloro-3-fluorophenyl)acetamide ClC1=C(C=C(C=C1)CC(=O)N)F